CC1(CC=2N(CC1)C=CN2)C 7,7-dimethyl-6,8-dihydro-5H-imidazo[1,2-a]pyridine